C1(=CC=CC=C1)S(=O)(=O)CC1=NC=CC=C1 2-((benzenesulfonyl)methyl)pyridine